3-(6-cyclopentylisoquinolin-1-yl)-1-naphthalonitrile C1(CCCC1)C=1C=C2C=CN=C(C2=CC1)C=1C=C(C2=CC=CC=C2C1)C#N